O1C(=NC2=C1C=CC=C2)SCCCOC2=CC=C(C=C2)C(C=CC2=CC=CC=C2)=O 1-(4-(3-(benzo[d]oxazol-2-yl-thio)propoxy)phenyl)-3-phenyl-2-propen-1-one